COC1=CC=CC=2C=COC21 7-methoxybenzofuran